CC=1N=C2N(C=C(C(=C2)OC2COCC2)C(=O)OC)C1 methyl 2-methyl-7-((tetrahydrofuran-3-yl)oxy)imidazo[1,2-a]pyridine-6-carboxylate